[Si](C)(C)(C(C)(C)C)OCC(C1=NC=C(C=C1)F)CS(=O)(=O)[O-] [2-[tert-butyl(dimethyl) silyl]oxy-1-(5-fluoro-2-pyridyl)ethyl]methanesulfonate